carbon phosphocholine P(=O)(O)(O)OCC[N+](C)(C)C.[C+4]